tri(tridecyl) thiophosphate P(=S)(OCCCCCCCCCCCCC)(OCCCCCCCCCCCCC)OCCCCCCCCCCCCC